N-(1-(trifluoromethyl)cyclopropyl)-2,6-diazaspiro[3.6]decane-2-carboxamide FC(C1(CC1)NC(=O)N1CC2(C1)CNCCCC2)(F)F